COC(\C=C\C=1SC=CC1)=O (2E)-3-(thiophen-2-yl)prop-2-enoic acid methyl ester